tri(pentaerythritol) acrylate C(C=C)(=O)O.OCC(CO)(CO)CO.OCC(CO)(CO)CO.OCC(CO)(CO)CO